1-{[(2R,5R)-1-(2-{6-[Difluoro(phenyl)methyl]-3,3-dimethyl-1H,2H,3H-pyrrolo[3,2-c]pyridin-1-yl}-2-oxoethyl)-5-methylpiperazin-2-yl]methyl}pyrrolidine-2,5-dione dihydrochloride Cl.Cl.FC(C1=CC2=C(C=N1)C(CN2C(CN2[C@H](CN[C@@H](C2)C)CN2C(CCC2=O)=O)=O)(C)C)(C2=CC=CC=C2)F